(S)-2-amino-2-cyclopentyl-acetic acid N[C@H](C(=O)O)C1CCCC1